1H,5H,6H,7H-imidazo[4,5-f]isoindole-5,7-dione N1C=NC=2C1=CC=1C(NC(C1C2)=O)=O